2-(6-oxo-1,6-dihydropyridin-3-yl)acetaldehyde O=C1C=CC(=CN1)CC=O